5-(tert-butyl)-9-chloro-2-oxo-11-(trifluoromethyl)-1,2,5,6-tetrahydropyrido[2',1':2,3]imidazo[4,5-h]quinoline-3-carboxylic acid C(C)(C)(C)C1C=2C=C(C(NC2C2=C(C1)N1C(=N2)C(=CC(=C1)Cl)C(F)(F)F)=O)C(=O)O